tert-butyl (R)-3-(((3-(1-(tert-butoxycarbonyl)piperidin-4-yl)propyl)((S)-5,6,7,8-tetrahydroquinolin-8-yl)amino)methyl)-5-morpholino-3,4-dihydroisoquinoline-2(1H)-carboxylate C(C)(C)(C)OC(=O)N1CCC(CC1)CCCN([C@H]1CCCC=2C=CC=NC12)C[C@@H]1N(CC2=CC=CC(=C2C1)N1CCOCC1)C(=O)OC(C)(C)C